C(#N)CC(=O)NC1=CC=C(C=C1)OCC1CN(C(O1)C(F)(F)F)C1=CC(=C(C=C1)C#N)C(F)(F)F 2-Cyano-N-(4-((3-(4-cyano-3-(trifluoromethyl)phenyl)-2-(trifluoromethyl)oxazolidin-5-yl)methoxy)phenyl)acetamid